3-[(4-Chlorophenyl)amino]-4-{[2-(2,4-difluorophenyl)ethyl]amino}cyclobut-3-ene-1,2-dione ClC1=CC=C(C=C1)NC=1C(C(C1NCCC1=C(C=C(C=C1)F)F)=O)=O